BrC=1C(=NC(=C(N1)Br)OC)N 3,5-dibromo-6-methoxypyrazin-2-amine